S(=O)(=O)=C1C(C(CC(C1)=S(=O)=O)=S(=O)=O)O 2,4,6-trisulfonyl-phenol